1-(4-(1,2-diphenyl-1H-imidazole-4-carbonyl)piperazin-1-yl)ethanone C1(=CC=CC=C1)N1C(=NC(=C1)C(=O)N1CCN(CC1)C(C)=O)C1=CC=CC=C1